OCC(CNCCOC12CC3(CC(CC(C1)(C3)C)(C2)C)CN2N=CC(=C2C)C=2C(=NC=CC2)C(=O)O)CO 3-[1-[[3-[2-[[3-hydroxy-2-(hydroxymethyl)propyl]amino]ethoxy]-5,7-dimethyl-1-adamantyl]methyl]-5-methyl-pyrazol-4-yl]pyridine-2-carboxylic acid